7-(3,4-dimethoxyphenyl)-N-(3-ethylphenyl)pyrazolo[1,5-a]pyrimidine COC=1C=C(C=CC1OC)C1=CC=NC=2N1N(CC2)C2=CC(=CC=C2)CC